tert-Butyl 3-(7-(thiazol-2-yl)-4-(3,3,3-trifluoro-2-hydroxypropoxy)benzo[d]oxazol-2-yl)-3,6-diazabicyclo[3.1.1]heptane-6-carboxylate S1C(=NC=C1)C1=CC=C(C=2N=C(OC21)N2CC1N(C(C2)C1)C(=O)OC(C)(C)C)OCC(C(F)(F)F)O